(E)-N-benzyl-1-phenylmethanimine oxide C(C1=CC=CC=C1)\[N+](=C/C1=CC=CC=C1)\[O-]